Cl.FC=1C=C2C(C=CNC2=CC1OCCO)=O 6-fluoro-7-(2-hydroxyethoxy)-1,4-dihydroquinolin-4-one hydrochloride